trans-5-(4-Hydroxycyclohexyl)-8-(4-methylpiperazin-1-yl)-3-((4,4,4-trifluorobutyl)amino)pyrimido[4,5-c]isoquinolin-6(5H)-one O[C@@H]1CC[C@H](CC1)N1C(C=2C=C(C=CC2C2=C1N=C(N=C2)NCCCC(F)(F)F)N2CCN(CC2)C)=O